C(CC)[Si](OC)(OC)C propyl-methyl-dimethoxysilane